(S)-1-(4-(3-(4-(4-(2-amino-4-(difluoromethyl)pyrimidin-5-yl)-6-(3-methylmorpholino)-1,3,5-triazin-2-yl)piperazin-1-yl)-3-oxopropoxy)piperidin-1-yl)prop-2-en-1-one NC1=NC=C(C(=N1)C(F)F)C1=NC(=NC(=N1)N1[C@H](COCC1)C)N1CCN(CC1)C(CCOC1CCN(CC1)C(C=C)=O)=O